bis(3,4-dicarboxyphenoxyphenyl) sulfone C(=O)(O)C=1C=C(OC2=C(C=CC=C2)S(=O)(=O)C2=C(C=CC=C2)OC2=CC(=C(C=C2)C(=O)O)C(=O)O)C=CC1C(=O)O